1,3-Dimethyl-imidazolidinone 1-(oxetan-3-ylmethyl)-1H-indazole-6-carboxylate O1CC(C1)CN1N=CC2=CC=C(C=C12)C(=O)O.CN1C(N(CC1)C)=O